NC1CCN(CC1)CCN1CCN(CC1)C1=C2C(N(C(C2=CC=C1)=O)C1C(NC(CC1)=O)=O)=O 4-(4-(2-(4-aminopiperidin-1-yl)ethyl)piperazin-1-yl)-2-(2,6-dioxopiperidin-3-yl)isoindoline-1,3-dione